FC1=CC=C2C3=C(NC2=C1)C(=NC(=C3)C(=O)O)C3=C(C=C(C=C3)N(S(=O)(=O)C3=CC=CC=C3)C)C 7-fluoro-1-(2-methyl-4-(N-methylphenylsulfonamido)phenyl)-9H-pyrido[3,4-b]indole-3-carboxylic acid